6-((R)-1,2-Dihydroxyethyl)-4-[4-(4-trifluoromethoxyphenoxy)phenyl]pyridin O[C@@H](CO)C1=CC(=CC=N1)C1=CC=C(C=C1)OC1=CC=C(C=C1)OC(F)(F)F